FC1=C(C=CC=C1)C(C(F)(F)F)=O Fluoro-2,2,2-trifluoroacetophenone